2,4-dichloro-3-fluoro-1-nitrobenzene ClC1=C(C=CC(=C1F)Cl)[N+](=O)[O-]